14-(((2R,3S,5R)-5-(6-amino-2-fluoro-9H-purin-9-yl)-2-ethynyl-3-hydroxytetrahydrofuran-2-yl)methoxy)-14-oxotetradecanoic acid NC1=C2N=CN(C2=NC(=N1)F)[C@H]1C[C@@H]([C@@](O1)(C#C)COC(CCCCCCCCCCCCC(=O)O)=O)O